N[C@@H]([C@@H](C)CC)C(=O)O.C(CC(O)(C(=O)O)CC(=O)O)(=O)O citric acid-isoleucine salt